1-(2,3,4,5,6-Pentadeuteriophenyl)propan-2-amine [2H]C1=C(C(=C(C(=C1[2H])[2H])[2H])[2H])CC(C)N